(S)-4-(hydroxymethyl)-2-(2-hydroxypropan-2-yl)-N'-((3-oxo-1,2,3,5,6,7-hexahydro-s-indacen-4-yl)carbamoyl)thiazole-5-sulfonimidamide OCC=1N=C(SC1[S@](=O)(N)=NC(NC1=C2C(CCC2=CC=2CCCC12)=O)=O)C(C)(C)O